(+-)-eugenol C=1(C(O)=CC=C(CC=C)C1)OC